FC1=CC=C(C=C1)C=1C=C2C=NN(C2=C(C1)C(=O)N[C@@H](C)C1=CC=C(C(=O)O)C=C1)CC1=CC(=CC=C1)C(F)(F)F (S)-4-(1-(5-(4-fluorophenyl)-1-(3-(trifluoromethyl)benzyl)-1H-indazol-7-amido)ethyl)benzoic acid